O=C1NC(CCC1N1C(N(C2=C1C=CC(=C2)C2CC(C2)OCCCN(C(OC(C)(C)C)=O)C)C)=O)=O 1-Tert-butyl (3-(3-(1-(2,6-dioxopiperidin-3-yl)-3-methyl-2-oxo-2,3-dihydro-1H-benzo[d]imidazol-5-yl)cyclobutoxy)propyl)(methyl)carbamate